benzyl 6,8-dioxo-5-phenyl-2,5,7-triazaspiro[3.4]octan-2-carboxylate O=C1N(C2(CN(C2)C(=O)OCC2=CC=CC=C2)C(N1)=O)C1=CC=CC=C1